CC1=CC=C(C=C1)S(=O)(=O)NCCNS(=O)(=O)C1=CC=C(C)C=C1 N,N'-di-p-toluenesulfonyl-ethylenediamine